2-{1-[2-(5-methyl-3-trifluoromethylpyrazol-1-yl)acetyl]piperidin-4-yl}thiazole-4-carboxylic acid methyl-(R)-1,2,3,4-tetrahydronaphthalen-1-ylamide CN(C(=O)C=1N=C(SC1)C1CCN(CC1)C(CN1N=C(C=C1C)C(F)(F)F)=O)[C@@H]1CCCC2=CC=CC=C12